(2'-(3-aminopropionamido)-5'-fluoro-[1,1'-biphenyl]-4-carboxamido)thiophene-3-carboxamide NCCC(=O)NC1=C(C=C(C=C1)F)C1=CC=C(C=C1)C(=O)NC=1SC=CC1C(=O)N